N-[4-[4-amino-7-(2-fluoroethyl)-7H-pyrrolo[2,3-d]pyrimidin-5-yl]phenyl]-5-(4-Fluorophenyl)-1-isopropyl-4-oxo-1,4-dihydropyridazine-3-carboxamide NC=1C2=C(N=CN1)N(C=C2C2=CC=C(C=C2)NC(=O)C2=NN(C=C(C2=O)C2=CC=C(C=C2)F)C(C)C)CCF